(S)-3-((3-(3-bromo-2-chlorophenoxy)propyl)amino)-propane-1,2-diol BrC=1C(=C(OCCCNC[C@@H](CO)O)C=CC1)Cl